FC(C1=NC=C(C(=C1)C1=C(C=NC(=C1)C)C(=O)NC=1SC2=C(C=NC(=C2)C2=NN=CN2C)N1)OC)F 2'-(difluoromethyl)-5'-methoxy-6-methyl-N-(6-(4-methyl-4H-1,2,4-triazol-3-yl)thiazolo[4,5-c]pyridin-2-yl)-[4,4'-bipyridine]-3-carboxamide